C(=O)(OC(C)(C)C)N[C@@H](CCCNC(=O)OCC1=CC=CC=C1)C(=O)O Nα-Boc-Nδ-Cbz-L-ornithine